morpholino phosphorodiamidate P(ON1CCOCC1)(=O)(N)N